3-[2-[4-(8-chloro-4-oxo-chromen-2-yl)phenoxy]ethoxy]cyclobutanecarboxylic acid ethyl ester C(C)OC(=O)C1CC(C1)OCCOC1=CC=C(C=C1)C=1OC2=C(C=CC=C2C(C1)=O)Cl